gallium antimonide [Ga]#[Sb]